N[C@@H](CCC(O)=O)C(=O)N[C@@H](CC1=CC=C(C=C1)O)C(=O)O L-α-glutamyl-L-tyrosine